4,4-dimethyl-2-[4-(trifluoromethyl)phenyl]cyclohex-1-ene-1-carbaldehyde CC1(CC(=C(CC1)C=O)C1=CC=C(C=C1)C(F)(F)F)C